NC1CCC(CC1)NC1=C(C(N(C=N1)C1=C(C(=CC=C1)Cl)Cl)=O)C 6-(4-Amino-cyclohexylamino)-3-(2,3-dichloro-phenyl)-5-methyl-3H-pyrimidin-4-one